tributyl-(methyl)phosphine C(CCC)P(C)(CCCC)CCCC